C(C)(C)(C)OC(C1=C(C=C(C=C1)C1=NOC(C1)(C(F)(F)F)C1=CC(=CC(=C1)Cl)Cl)C)=O 4-[5-(3,5-dichlorophenyl)-4,5-dihydro-5-(trifluoromethyl)-3-isoxazolyl]-2-methyl-benzoic acid tert-butyl ester